C(C)(C)(C)OC(=O)N1CCC(CC1)(O)C(C1=CC=CC=C1)C#N 4-[cyano(phenyl)methyl]4-hydroxypiperidine-1-carboxylic acid tert-butyl ester